(S)-1-(2,6-bis(benzyloxy)pyridin-3-yl)-3-methyl-5-(3-methylpiperazin-1-yl)-1H-benzo[d]imidazol-2(3H)-one C(C1=CC=CC=C1)OC1=NC(=CC=C1N1C(N(C2=C1C=CC(=C2)N2C[C@@H](NCC2)C)C)=O)OCC2=CC=CC=C2